2-[(3-chloro-5-methoxy-pyridine-4-carbonyl)amino]-4-[2-methyl-4-(5,6,7,8-tetrahydro-1,8-naphthyridin-2-yl)butoxy]butanoic acid ClC=1C=NC=C(C1C(=O)NC(C(=O)O)CCOCC(CCC1=NC=2NCCCC2C=C1)C)OC